C(C(=C)C)(=O)OCCC[Si](OC)(C)C METHACRYLOXYPROPYLDIMETHYLMETHOXYSILANE